ClC1=C(C(=O)NCC(=O)N[C@@H](CC(C)C)B2OC(C(O2)(CC(=O)O)CC(=O)O)=O)C=C(C=C1)Cl 2,2'-{2-[(1R)-1-{[N-(2,5-dichlorobenzoyl)glycyl]amino}-3-methylbutyl]-5-oxo-1,3,2-dioxaborolane-4,4-diyl}diacetic acid